FC1=C2CCN(C2=CC(=C1)N1CCCC1)C(CCCCCC(=O)O)=O 7-(4-fluoro-6-(pyrrolidin-1-yl)indolin-1-yl)-7-oxoheptanoic acid